FC1=C(C=CC(=C1C1=C(C=2N(C=C1)C(=NC2)C=2N(C=CN2)COCC[Si](C)(C)C)F)F)NS(=O)(=O)C=2C(=NC=C(C2)F)OC N-[2,4-difluoro-3-[8-fluoro-3-(1-[[2-(trimethylsilyl)ethoxy]methyl]imidazol-2-yl)imidazo[1,5-a]pyridin-7-yl]phenyl]-5-fluoro-2-methoxypyridine-3-sulfonamide